1-benzyl-6-(1-methoxypentyl)-N-(2-pyridyl)-3,4-dihydro-2H-quinolin-8-amine C(C1=CC=CC=C1)N1CCCC2=CC(=CC(=C12)NC1=NC=CC=C1)C(CCCC)OC